CS(=O)(=O)OCCOCCOCCOCCOCCOCCOCCOCCOCCOCCOC(C1=CC=CC=C1)(C1=CC=CC=C1)C1=CC=CC=C1 2-[2-[2-[2-[2-[2-[2-[2-[2-(2-trityloxyethoxy)ethoxy]ethoxy]ethoxy]ethoxy]ethoxy]ethoxy]ethoxy]ethoxy]ethyl methanesulfonate